4-(4-(1-(azetidin-3-yl)-4-(trifluoromethyl)-1H-imidazol-2-yl)benzyl)-2-(4-cyclopropyl-6-methoxypyrimidin-5-yl)oxazolo[5,4-c]pyridine N1CC(C1)N1C(=NC(=C1)C(F)(F)F)C1=CC=C(CC2=NC=CC3=C2OC(=N3)C=3C(=NC=NC3OC)C3CC3)C=C1